N-cyclopentyl-2-(1-ethylazetidin-3-yl)-benzo[d]thiazole-6-carboxamide C1(CCCC1)NC(=O)C1=CC2=C(N=C(S2)C2CN(C2)CC)C=C1